N-(tert-butyldimethylsilyl)-5-chlorothiophene-3-sulfonamide [Si](C)(C)(C(C)(C)C)NS(=O)(=O)C1=CSC(=C1)Cl